BrC(C(OC=1C=C(C(=O)OC)C=C(C1)S(=O)(=O)C)(F)F)(F)F methyl 3-(2-bromo-1,1,2,2-tetrafluoro-ethoxy)-5-methylsulfonyl-benzoate